NC1=CC=C(C=N1)C1=CN(C2=NC=C(C=C21)C=2C=C(C=NC2)C2=CC=C(C=C2)N2C(CCC2)=O)C 1-(4-(5-(3-(6-aminopyridin-3-yl)-1-methyl-1H-pyrrolo[2,3-b]pyridin-5-yl)pyridin-3-yl)phenyl)pyrrolidin-2-one